C(C)N1NC(C2=CC=C(C=C12)NC1=NC=C(C(=N1)N[C@H](CO)C1=CC=CC=C1)C=1OC(=NN1)C(C)(C)O)=O (S)-1-ethyl-6-((4-((2-hydroxy-1-phenylethyl)amino)-5-(5-(2-hydroxypropan-2-yl)-1,3,4-oxadiazol-2-yl)pyrimidin-2-yl)amino)-1,2-dihydro-3H-indazol-3-one